OC1=CC(=C(C(=O)O)C=C1)OC 4-hydroxy-2-methoxybenzoic acid